CC=1C(=C2C=NN(C2=CC1C)C1OCCCC1)C1=C(C=2N=C(N=C(C2C=N1)N1CC2(CC(NC2)=O)CCC1)OCC12CCCN2CCC1)F 7-(7-(5,6-dimethyl-1-(tetrahydro-2H-pyran-2-yl)-1H-indazol-4-yl)-8-fluoro-2-((hexahydro-1H-pyrrolizine-7a-yl)methoxy)pyrido[4,3-d]Pyrimidin-4-yl)-2,7-diazaspiro[4.5]Decan-3-one